tert-butyl N-[(3R,4S)-4-fluoropyrrolidin-3-yl]-N-methylcarbamate F[C@@H]1[C@@H](CNC1)N(C(OC(C)(C)C)=O)C